7-(3-(N-(2,6-dimethyl-4-(3-(methylsulfonyl)propoxy)phenyl)sulfamoyl)phenyl)heptanoic acid CC1=C(C(=CC(=C1)OCCCS(=O)(=O)C)C)NS(=O)(=O)C=1C=C(C=CC1)CCCCCCC(=O)O